phenyl N-(3-cyano-4-fluoro-phenyl)-carbamate C(#N)C=1C=C(C=CC1F)NC(OC1=CC=CC=C1)=O